ClC=1C=C2C(=C3C4(NC(NC13)=O)CCCCC4)OC(=C2)C(=O)NCC2=CC=C(C=C2)C#N 5'-chloro-N-[(4-cyanophenyl)methyl]-7'-oxo-7',8'-dihydro-6'H-spiro[cyclohexane-1,9'-furo[2,3-f]quinazoline]-2'-carboxamide